NC1=NC=CC=C1C1=NC=2C(=NC=CC2)N1C1=CC=C(CN2CCN(CC2)C2=CC(=NC=C2)C#N)C=C1 4-(4-(4-(2-(2-Aminopyridin-3-yl)-3H-imidazo[4,5-b]pyridin-3-yl)benzyl)piperazin-1-yl)picolinonitrile